Cl.FC1=C(OC2=CC=C(C=C2)NN)C=CC=C1 4-(2-fluorophenoxy)phenylhydrazine hydrochloride